CC/C(=C\CCC=C)/O 7-octadiene-3-ol